CN(C=1C=CC(=NC1)C=O)C 5-(DIMETHYLAMINO)-2-PYRIDINECARBOXALDEHYDE